1-octadecanoyl-2-(9E,11E,13E,15E-octadecatetraenoyl)-sn-glycero-3-phosphocholine C(CCCCCCCCCCCCCCCCC)(=O)OC[C@@H](OC(C=CC=CC=C\C=C\CCCCCCCCC)=O)COP(=O)([O-])OCC[N+](C)(C)C